tert-butyl (endo)-5-((7-bromo-2,6-dichloro-8-fluoro-3-nitroquinolin-4-yl)amino)-2-azabicyclo[2.1.1]hexane-2-carboxylate BrC1=C(C=C2C(=C(C(=NC2=C1F)Cl)[N+](=O)[O-])NC1C2CN(C1C2)C(=O)OC(C)(C)C)Cl